(S)-benzyl 7-chloro-5-(pyrrolidin-2-yl)-3,4-dihydroisoquinoline-2(1H)-carboxylate ClC1=CC(=C2CCN(CC2=C1)C(=O)OCC1=CC=CC=C1)[C@H]1NCCC1